Methyl 5-(methylamino)-6-(3-methylimidazo[4,5-c]pyridin-7-yl)-3-[4-[1-methyl-1-(4-methylpiperazin-1-yl)ethyl]anilino]pyrazine-2-carboxylate CNC=1N=C(C(=NC1C=1C2=C(C=NC1)N(C=N2)C)C(=O)OC)NC2=CC=C(C=C2)C(C)(N2CCN(CC2)C)C